C(CCC)(=O)[O-].[K+] potassium butanate